5-(2'-oxospiro[cyclohexane-1,3'-indolin]-6'-yl)benzamide O=C1NC2=CC(=CC=C2C12CCCCC2)C=2C=CC=C(C(=O)N)C2